CC1(CC1)CC(=O)O 2-(1-methylcyclopropyl)acetic acid